azetidine-1-carboxylic acid (1S,3R)-3-aminocyclobutyl ester NC1CC(C1)OC(=O)N1CCC1